[OH-].C(C)[NH2+]C Ethyl-methyl-ammonium hydroxide